COC=1C=C2[C@]3(C(NC2=CC1)=O)[C@@H](C3)C3=CC=C1C(=NNC1=C3)NC3=NN(C=C3OC)C (1R,2S)-5'-methoxy-2-{3-[(4-methoxy-1-methyl-1H-pyrazol-3-yl)amino]-1H-indazol-6-yl}spiro[cyclopropane-1,3'-indol]-2'(1'H)-one